benzo[c][1,2,5]thiadiazol-4-ylmethanamine hydrochloride Cl.N=1SN=C2C1C=CC=C2CN